CN(CCC1=CC(N(C=C1)C(C(=O)N[C@@H](CC(=O)OC)C=1C=NC=C(C1)C1=C(C=CC=C1C)C)CC(C)C)=O)C (3S)-methyl 3-(2-(4-(2-(dimethylamino)ethyl)-2-oxopyridin-1(2H)-yl)-4-methylpentanamido)-3-(5-(2,6-dimethylphenyl)pyridin-3-yl)propanoate